C(CC#C)C1=NN=C(S1)NC(CC1=NC(=CC=C1)C)=O N-(5-(but-3-yn-1-yl)-1,3,4-thiadiazol-2-yl)-2-(6-methylpyridin-2-yl)acetamide